tert-butyl 2-((3-bromo-5-(trifluoromethyl)-1H-pyrazol-1-yl)methyl)morpholine-4-carboxylate BrC1=NN(C(=C1)C(F)(F)F)CC1CN(CCO1)C(=O)OC(C)(C)C